C(CCC)OC1=CC=C(C=C1)C[C@@H](COCC)N1C=NC=2C(=NC=3C=CC=CC3C21)N 1-[(1S)-1-[(4-butoxyphenyl)methyl]-2-ethoxy-ethyl]imidazo[4,5-c]quinolin-4-amine